(2S,3S)-N-ethyl-2-(2-fluoro-3-((1-methylcyclopropyl)ethynyl)benzyl)-3-(methylsulfonamido)pyrrolidine-1-carboxamide C(C)NC(=O)N1[C@H]([C@H](CC1)NS(=O)(=O)C)CC1=C(C(=CC=C1)C#CC1(CC1)C)F